ClC1=NC(=CC(=N1)N1CC(CC1)O)C(F)(F)F 1-(2-chloro-6-(trifluoromethyl)pyrimidin-4-yl)pyrrolidin-3-ol